CB1OC([C@H]2N1CCC2)(C2=CC=CC=C2)C2=CC=CC=C2 (3aS)-1-methyl-3,3-diphenyl-3a,4,5,6-tetrahydropyrrolo[1,2-c][1,3,2]oxazaborole